BrC1=CC=C(CN2C=C3C(C=4C=CC=NC24)=CCN(C3)CC3=CC(=CC=C3)C#N)C=C1 6-(4-Bromobenzyl)-3-(3-cyanobenzyl)-2,3,4,6-tetrahydropyrido[3,4-c][1,8]naphthyridine